allyldichlorosilane C(C=C)[SiH](Cl)Cl